Methyl (1r,4r)-4-((4-(3,5-dimethylisoxazol-4-yl)-2-nitrophenyl)amino)cyclohexane-1-carboxylate CC1=NOC(=C1C1=CC(=C(C=C1)NC1CCC(CC1)C(=O)OC)[N+](=O)[O-])C